N[C@@H]1C[C@H](CC1)NC1=CC=C(C=N1)N1C(C=CC=C1)=O 6'-(((1S,3S)-3-aminocyclopentyl)amino)-2H-[1,3'-bipyridine]-2-one